FC1=CC=C(C=C1)C=1C=C(N(C1)C)C 4-(4-fluorophenyl)-1,2-dimethyl-1H-pyrrole